2-(3-(2,4-dioxo-1-(4-(1-((2-(trimethylsilyl)ethoxy)methyl)-1H-pyrazole-4-yl)benzyl)-1,2-dihydroquinazolin-3(4H)-yl)phenoxy)-N-isopropylacetamide O=C1N(C2=CC=CC=C2C(N1C=1C=C(OCC(=O)NC(C)C)C=CC1)=O)CC1=CC=C(C=C1)C=1C=NN(C1)COCC[Si](C)(C)C